ClC=1N=NN(C1C(=O)OC)C1CC1 methyl 4-chloro-1-cyclopropyl-1H-1,2,3-triazole-5-carboxylate